ClCC(OC)(OC)OC 2-chloro-1,1,1-trimethoxy-ethane